C(C)OC(=O)C1=NNC(=C1)C1=C(C=CC=C1)[N+](=O)[O-] 5-(2-Nitrophenyl)-1H-pyrazole-3-carboxylic acid ethyl ester